N-(2,4-difluoro-3-(5-(3-hydroxyphenyl)-1H-pyrrolo[2,3-b]pyridine-3-carbonyl)phenyl)propane-1-sulfonamide FC1=C(C=CC(=C1C(=O)C1=CNC2=NC=C(C=C21)C2=CC(=CC=C2)O)F)NS(=O)(=O)CCC